ClC1=CC(=C(C=C1)C1=NC(=NC2=C1N=C(N(C2=O)C)C)N2C[C@H](OCC2)C=2C=NN(C2)C2CC2)F 8-(4-chloro-2-fluorophenyl)-6-[(2R)-2-(1-cyclopropyl-1H-pyrazol-4-yl)morpholin-4-yl]-2,3-dimethyl-3H,4H-pyrimido[5,4-d][1,3]diazin-4-one